C(C(=O)C)(=O)O.C(C)(=O)C1C(C(O)=O)(O)O[C@H]([C@@H]([C@H]1O)N)[C@H](O)[C@H](O)CO acetylneuraminic acid pyruvate